C12=CC=CC3=CC=CC(=C13)NS2(=O)=O 8-naphthalenesultam